(2R,3S)-N-(2-amino-3-fluoro-4-((4-hydroxybenzyl)amino)phenyl)-2,3-difluoroheptanamide NC1=C(C=CC(=C1F)NCC1=CC=C(C=C1)O)NC([C@H]([C@H](CCCC)F)F)=O